8'-(6-{[1,4'-Bipiperidine]-1'-yl}-5-{[ethyl(methyl)sulfamoyl]amino}pyridin-3-yl)-3'-methyl-2',3'-dihydrospiro[cyclobutane-1,1'-pyrrolo[2,3-c]quinoline]-2'-one N1(CCCCC1)C1CCN(CC1)C1=C(C=C(C=N1)C1=CC=2C3=C(C=NC2C=C1)N(C(C31CCC1)=O)C)NS(N(C)CC)(=O)=O